(S)-3-(4-bromo-2,5-dimethoxyphenyl)Piperidine BrC1=CC(=C(C=C1OC)[C@H]1CNCCC1)OC